7-(trifluoromethyl)isoquinolin-3-amine FC(C1=CC=C2C=C(N=CC2=C1)N)(F)F